ClC=1C=C2C(=C(\C(\C2=CC1Cl)=C/C1=CC=C(C=C1)OC1=CC=C(C=C1)F)C)CC(=O)O (E)-2-(5,6-dichloro-1-(4-(4-fluorophenoxy)benzylidene)-2-methyl-1H-inden-3-yl)acetic acid